BrC=1C=2N(C=C(C1)OCCC)N=CC2C#N 4-Bromo-6-propoxypyrazolo[1,5-a]pyridine-3-carbonitrile